N-(n-octyl)pyridylmethaneimine C(CCCCCCC)N=CC1=NC=CC=C1